2-chloro-N-(4-nitrophenylethyl)quinolin-4-amine ClC1=NC2=CC=CC=C2C(=C1)NCCC1=CC=C(C=C1)[N+](=O)[O-]